3-Oxetaneamine O1CC(C1)N